1,2-Cyclohexandimethanol C1(C(CCCC1)CO)CO